C1(CC1)C1=NC=C(C(=N1)C1CC1)CC(=O)OC(C)(C)C tert-butyl 2-(2,4-dicyclopropylpyrimidin-5-yl)acetate